tertbutyl 3-oxopyrrolidine-1-carboxylate O=C1CN(CC1)C(=O)OC(C)(C)C